(5-nitro-3-pyridyl)-[4-(2-tricyclo[9.4.0.03,8]pentadeca-1(11),3(8),4,6,12,14-hexaenyl)piperazin-1-yl]methanone [N+](=O)([O-])C=1C=C(C=NC1)C(=O)N1CCN(CC1)C1C=2C=CC=CC2CCC=2C=CC=CC12